4-[(1-(2-hydroxy-2-methylpropyl)-4-[(5-methyl-1H-pyrazol-3-yl)amino]-1H-pyrazolo[3,4-d]pyrimidin-6-yl)amino]adamantan-1-ol OC(CN1N=CC=2C1=NC(=NC2NC2=NNC(=C2)C)NC2C1CC3(CC(CC2C3)C1)O)(C)C